OC1(N=C(OC1)[C@@]1(C[C@H](CC1)NS(=O)(=O)C)CC1=CC(=CC=C1)C=1C(=NC=CC1)OC)C(=O)OCC ethyl 4-hydroxy-2-((1R,3S)-1-(3-(2-methoxypyridin-3-yl)benzyl)-3-(methylsulfonamido)cyclopentyl)-4,5-dihydrooxazole-4-carboxylate